OC=1C=CC=C2C(NC(=NC12)C)=O 8-hydroxy-2-methyl-4(3H)quinazolinone